(S)-4-ethyl-3-(N-(2-(3-hydroxypiperidin-1-yl)-5-(trifluoromethyl)phenyl)sulfamoyl)benzoic acid C(C)C1=C(C=C(C(=O)O)C=C1)S(NC1=C(C=CC(=C1)C(F)(F)F)N1C[C@H](CCC1)O)(=O)=O